(S)-(4-(4-chloropyrazolo[1,5-a]pyridin-2-yl)-6,7-dihydro-1H-imidazo[4,5-c]pyridin-5(4H)-yl)(5-cyclopropyl-1,3,4-oxadiazol-2-yl)methanone ClC=1C=2N(C=CC1)N=C(C2)[C@H]2N(CCC1=C2N=CN1)C(=O)C=1OC(=NN1)C1CC1